N[C@H](C(=O)OC)CC1=CC=C(C=2N1C=CN2)C2=NC(=C(C=C2C)C)C methyl (S)-2-amino-3-(8-(3,5,6-trimethylpyridin-2-yl)imidazo[1,2-a]pyridin-5-yl)propanoate